3-[4-amino-5-(trifluoromethyl)pyrrolo[2,1-f][1,2,4]triazin-7-yl]-N-[(3R,4S)-4-fluoro-1-(3-fluorocyclobutanecarbonyl)pyrrolidin-3-yl]-5-methoxybenzamide NC1=NC=NN2C1=C(C=C2C=2C=C(C(=O)N[C@@H]1CN(C[C@@H]1F)C(=O)C1CC(C1)F)C=C(C2)OC)C(F)(F)F